7-cyano-3-oxo-2,3-dihydro-1H-inden-4-yl trifluoromethanesulfonate FC(S(=O)(=O)OC1=C2C(CCC2=C(C=C1)C#N)=O)(F)F